acryloyloxypropyl-(4-methoxyphenyl) Phosphate P(=O)(OC1=C(C=C(C=C1)OC)CCCOC(C=C)=O)([O-])[O-]